[Pt].I[Si](C)(C)C iodo(trimethyl)silane Platinum